[(1S,2S)-2-[[5-(2-aminopyrazolo[1,5-a]pyridin-5-yl) pyrimidin-2-yl] methoxy] cyclopentyl] acetate C(C)(=O)O[C@@H]1[C@H](CCC1)OCC1=NC=C(C=N1)C1=CC=2N(C=C1)N=C(C2)N